(2S,4S)-4-(difluoromethoxy)pyrrolidine-2-carboxylic acid methyl ester COC(=O)[C@H]1NC[C@H](C1)OC(F)F